2,2-bis[4-(3,4-dicarboxyphenyloxy)phenyl]propane tert-butyl-4-((tert-butoxycarbonyl)(8-isopropyl-2-methylpyrazolo[1,5-a][1,3,5]triazin-4-yl)amino)piperidine-1-carboxylate C(C)(C)(C)OC(=O)N1CCC(CC1)N(C1=NC(=NC=2N1N=CC2C(C)C)C)C(=O)OC(C)(C)C.C(=O)(O)C=2C=C(C=CC2C(=O)O)OC2=CC=C(C=C2)C(C)(C)C2=CC=C(C=C2)OC2=CC(=C(C=C2)C(=O)O)C(=O)O